COC1OC=CCC1 2-methoxy-3,4-dihydropyran